(3R)-3-(4-{4-[(8,8-DIFLUORO-2-{1-[6-(2-HYDROXYPHENYL)PYRIDAZIN-4-YL]-4-PHENYLPIPERIDINE-4-CARBONYL}-2,6-DIAZASPIRO[3.4]OCTAN-6-YL)METHYL]PIPERIDIN-1-YL}PHENYL)PIPERIDINE-2,6-DIONE FC1(CN(CC12CN(C2)C(=O)C2(CCN(CC2)C2=CN=NC(=C2)C2=C(C=CC=C2)O)C2=CC=CC=C2)CC2CCN(CC2)C2=CC=C(C=C2)[C@@H]2C(NC(CC2)=O)=O)F